C1(CC1)COC=1C=C(/C=C/C=2C=CC(=NC2)OC)C=CC1OC(F)F (E)-5-(3-(cyclopropylmethoxy)-4-(difluoromethoxy)styryl)-2-methoxy-pyridine